((2-((2,6-dichlorophenyl)amino)ethyl)amino)-3-phenoxypropan-2-ol ClC1=C(C(=CC=C1)Cl)NCCNCC(COC1=CC=CC=C1)O